4-(6,7-Dimethoxynaphthalen-2-yl)-4-oxobutanoate COC=1C=C2C=CC(=CC2=CC1OC)C(CCC(=O)[O-])=O